ethylenediglutamic acid C(CN[C@@H](CCC(=O)O)C(=O)O)N[C@@H](CCC(=O)O)C(=O)O